FC=1C=C2C(=CC=NC2=CC1)NC1=CC=CC(=N1)C(=O)NC1=CC(=CC=C1)NC1=CC=NC=C1 6-((6-fluoroquinolin-4-yl)amino)-N-(3-(pyridin-4-ylamino)phenyl)picolinamide